4-bromo-2-cyclopropylbenzaldehyde BrC1=CC(=C(C=O)C=C1)C1CC1